4'-bromomethyl-1,1'-biphenyl BrCC1=CC=C(C=C1)C1=CC=CC=C1